ClC=1C=C(C=CC1F)NC(N(CCC)CC1=CNC(C2=CC=CC=C12)=O)=O (S)-3-(3-chloro-4-fluorophenyl)-1-((1-oxo-1,2-dihydroisoquinolin-4-yl)methyl)-1-propylurea